((5-(3-chlorobenzyl)-4-(((methylcarbamoyl)oxy)methyl)thiazol-2-yl)amino)-2-oxoethyl methylsulfamate CNS(OCC(=O)NC=1SC(=C(N1)COC(NC)=O)CC1=CC(=CC=C1)Cl)(=O)=O